C1(CCCCC1)P(C(C)(C)C)C(C)(C)C cyclohexyldi-tert-butylphosphine